BrC1=CC(=CC(=N1)[C@H](CC(=O)OC)NC(C(CC(C)C)N1C(C=C(C(=C1)CCN(C)C)C(F)(F)F)=O)=O)C1=C(C=CC=C1C)C methyl (3S)-3-(6-bromo-4-(2,6-dimethylphenyl)pyridin-2-yl)-3-(2-(5-(2-(dimethylamino)ethyl)-2-oxo-4-(trifluoromethyl)pyridin-1(2H)-yl)-4-methylpentanamido)propanoate